4,4'-butylidenebis(2-tert-butyl-5-methylphenol) diphosphite OP(O)OP(O)O.C(CCC)(C1=CC(=C(C=C1C)O)C(C)(C)C)C1=CC(=C(C=C1C)O)C(C)(C)C